2-(3-(4-((1H-pyrazol-4-yl)amino)-6-ethoxy-7-methylquinazolin-2-yl)phenoxy)-N-(tert-butyl)acetamide bistrifluoroacetic acid salt FC(C(=O)O)(F)F.FC(C(=O)O)(F)F.N1N=CC(=C1)NC1=NC(=NC2=CC(=C(C=C12)OCC)C)C=1C=C(OCC(=O)NC(C)(C)C)C=CC1